[N+](=O)([O-])C=1C=C2C(=NN(C2=CC1)C1OCCCC1)C1=NC2=C(N1)CN(C2)C(=O)OC(C)(C)C tert-butyl 2-(5-nitro-1-(tetrahydro-2H-pyran-2-yl)-1H-indazol-3-yl)-4,6-dihydropyrrolo[3,4-d]imidazole-5(1H)-carboxylate